C1=CC=CC=2C3=CC=CC=C3C(C12)COC(=O)N1[C@@H](COCC1)C(=O)O (3S)-4-(9H-fluoren-9-ylmethoxycarbonyl)morpholine-3-carboxylic acid